(S)-2-amino-3-(oxazol-2-yl)propionic acid N[C@H](C(=O)O)CC=1OC=CN1